CN(C(OC1=CC2=C(C(N(C(O2)=O)CC2=C(C(=CC=C2)N)F)C(F)(F)F)C=C1)=O)C 3-[(3-amino-2-fluorophenyl)methyl]-2-oxo-4-(trifluoromethyl)-3,4-dihydro-2H-1,3-benzoxazin-7-yl N,N-dimethylcarbamate